S(=O)([O-])[O-].[Te+2] tellurium sulfite